C(CCCCCCCCCCCCCCCCCCCC)N Henicosylamin